C1(CC1)CCC(=O)N1CCC(CC1)N1N=CC(=C1)CNC1=C2C(N(C(C2=CC=C1)=O)C1C(NC(CC1)=O)=O)=O 4-(((1-(1-(3-cyclopropylpropanoyl)piperidin-4-yl)-1H-pyrazol-4-yl)methyl)amino)-2-(2,6-dioxopiperidin-3-yl)isoindoline-1,3-dione